(R)-3-(3-(3-morpholinophenyl)-2-oxoimidazolidin-1-yl)pyrrolidine-1-carbonitrile O1CCN(CC1)C=1C=C(C=CC1)N1C(N(CC1)[C@H]1CN(CC1)C#N)=O